N1CC(CCC1)N(C)C1=CC=CC(=N1)N1N(C(C2=CN=C(N=C12)NC1=CC=C(C=C1)Cl)=O)CC=C {6-[N-(R)-3-piperidyl-N-methylamino]-2-pyridyl}-2-allyl-6-(p-chlorophenylamino)-1,2-dihydro-3H-1,2,5,7-tetraazainden-3-one